C[C@@H]1CN(CCC1)CC=1NC=2C(N(C=C(C2C1)C1CC1)C1=NC=CC(=C1)C(C)(C1=NN=CN1C)C)=O 2-{[(s)-3-methyl-1-piperidyl]methyl}-4-cyclopropyl-6-{4-[1-methyl-1-(4-methyl-4H-1,2,4-triazol-3-yl)ethyl]-2-pyridyl}-1,6-dihydro-1,6-diaza-7-indenone